CC1=NOC(=C1C=1C=C(OC2=C(C=C(C=C2C)NC(CCN2C=NC=C2)=O)C)C=C(C1)F)C N-(4-(3-(3,5-dimethylisoxazol-4-yl)-5-fluorophenoxy)-3,5-dimethylphenyl)-3-(1H-imidazol-1-yl)propanamide